(S)-N-((3-cyano-4-((1-(dimethylamino)-5-(4-fluorophenyl)pentan-3-yl)amino)-5-fluorophenyl)sulfonyl)-1-methoxycyclohexane-1-carboxamide C(#N)C=1C=C(C=C(C1N[C@H](CCN(C)C)CCC1=CC=C(C=C1)F)F)S(=O)(=O)NC(=O)C1(CCCCC1)OC